3beta-hydroxy-4beta-methyl-5alpha-cholest-7-ene-4alpha-carboxylic acid C[C@H](CCCC(C)C)[C@H]1CC[C@@H]2[C@@]1(CC[C@H]3C2=CC[C@@H]4[C@@]3(CC[C@@H]([C@@]4(C)C(=O)O)O)C)C